C(C1=CC=CC=C1)OC1=C(C=CC2=C1NC(N2C=2C(=NC(=CC2)OCC2=CC=CC=C2)OCC2=CC=CC=C2)=O)Br 7-benzyloxy-6-bromo-3-(2,6-dibenzyloxy-3-pyridyl)-1H-benzimidazol-2-one